O=C1NC(CCC1N1C(N(C2=C1C=CC=C2[N-]CCCCCCCCN2CCOCC2)C)=O)=O N-(1-(2,6-dioxopiperidin-3-yl)-3-methyl-2-oxo-2,3-dihydro-1H-benzo[d]imidazol-4-yl)-8-morpholinooctylamide